FC(C=1N=C2N(C(C1C=1C=NN(C1)CC(C(F)(F)F)(F)F)=O)C=CC(=C2)C#N)F 2-(difluoromethyl)-4-oxo-3-(1-(2,2,3,3,3-pentafluoropropyl)-1H-pyrazol-4-yl)-4H-pyrido[1,2-a]pyrimidine-8-carbonitrile